(3R,5S)-3-(((S)-2,3-Dihydro-1H-Inden-1-Yl)Amino)-5-(3-Iodophenyl)-1-(4-(Trifluoromethyl)Phenyl)Pyrrolidin-2-One [C@@H]1(CCC2=CC=CC=C12)N[C@H]1C(N([C@@H](C1)C1=CC(=CC=C1)I)C1=CC=C(C=C1)C(F)(F)F)=O